ClC1=CC=C(C=C1)C(COC(F)(F)F)=O 1-(4-chlorophenyl)-2-(trifluoromethoxy)ethan-1-one